OC=1C(=NC=CC1)NC=1NC=2N(C(C1C1=CC=C(C=C1)OC)=O)N=C(C2C2=CC=CC=C2)C2=CC=CC=C2 5-(3-hydroxypyridin-2-ylamino)-6-(4-methoxy-phenyl)-2,3-diphenylpyrazolo[1,5-a]pyrimidin-7(4H)-one